OXAZOL-5-OL O1C=NC=C1O